(2-(4-methylthiophene-2-yl)ethoxy)(tert-butyl)dimethylsilane CC=1C=C(SC1)CCO[Si](C)(C)C(C)(C)C